C(C)(C)(C)OC(C[N+]1(CCC(CC1)C(=O)O)CC1CN(C1)C(=O)OC(C)(C)C)=O cis-1-(2-(tert-butoxy)-2-oxoethyl)-1-((1-(tert-butoxycarbonyl)azetidin-3-yl)methyl)-4-carboxypiperidin-1-ium